pyridazin-5-amine 2,2,2-trifluoroacetate FC(C(=O)O)(F)F.N1=NC=CC(=C1)N